(S)-7-(7-Chloro-8-fluoro-2-(((2R,7aS)-2-fluorotetrahydro-1H-pyrrolizin-7a(5H)-yl)methoxy)pyrido[4,3-d]pyrimidin-4-yl)-1-oxa-3,7-diazaspiro[4.5]decan-2-one ClC1=C(C=2N=C(N=C(C2C=N1)N1C[C@@]2(CNC(O2)=O)CCC1)OC[C@]12CCCN2C[C@@H](C1)F)F